C[Hf](C1(C=CC=C1)C[Si](C)(C)C)(C1(C=CC=C1)C[Si](C)(C)C)([SiH3])([SiH3])(C)(C)C tetramethyldisilyl-bis(trimethylsilylmethylcyclopentadienyl)hafnium